[Cl-].C(CCCCCCCCCCCCCCC)[N+](C)(C)C cetyl-trimethyl-ammonium chloride salt